C(C)(C)(C)N[C@H]1CN(CC1)C1=NC2=CC=C(N=C2C=C1)N1CC2=C(CC1)N(N=C2)C (3R)-N-tert-butyl-1-(6-{1-methyl-4H,6H,7H-pyrazolo[4,3-c]pyridin-5-yl}-1,5-naphthyridin-2-yl)pyrrolidin-3-amine